O=C1CC2(C1)CN(C2)C2=NC=CC(=N2)COC2=CC=C(C=C2)C(C)(C)C2=CC=C(C=C2)C(=O)N (4-(2-(4-((2-(2-oxo-6-azaspiro[3.3]heptane-6-yl)pyrimidin-4-yl)methoxy)phenyl)propane-2-yl)phenyl)carboxamide